NC1=NC=C(C2=C1C=NN2)NC(C(=O)N2[C@H](CC[C@@H](C2)C)C2=CC=C(C=C2)C#N)=O N-(4-amino-1H-pyrazolo[4,3-c]pyridin-7-yl)-2-((2R,5S)-2-(4-cyanophenyl)-5-methylpiperidin-1-yl)-2-oxoacetamide